ClC1=C(C=C(C(=C1)F)N1C(N(C(=CC1=O)C(F)(F)F)C)=O)C1=NOC(C1)(C(=O)OCC)C ethyl 3-(2-chloro-4-fluoro-5-(3-methyl-2,6-dioxo-4-trifluoromethyl-3,6-dihydropyrimidin-1(2H)-yl) phenyl)-5-methyl-4,5-dihydroisoxazole-5-carboxylate